(1S,3R,4S,5R)-1-Hydroxy-3,4,5-tris((3,4,5-trihydroxybenzoyl)oxy)cyclohexanecarboxylic acid OC1(C[C@H](C([C@@H](C1)OC(C1=CC(=C(C(=C1)O)O)O)=O)OC(C1=CC(=C(C(=C1)O)O)O)=O)OC(C1=CC(=C(C(=C1)O)O)O)=O)C(=O)O